methyl 4-amino-2-oxo-1-(1,2,3,4-tetrahydroisoquinolin-5-yl)-7-(trifluoromethyl)-1,2-dihydroquinoline-3-carboxylate NC1=C(C(N(C2=CC(=CC=C12)C(F)(F)F)C1=C2CCNCC2=CC=C1)=O)C(=O)OC